C(C1=CC=CC=C1)N(C(O)=O)CC1=NC2=C(N1COCC[Si](C)(C)C)C=CC=C2C=C.Br[Zn]C2CC2 bromo(cyclopropyl)zinc benzyl-[(4-ethenyl-1-{[2-(trimethylsilyl)ethoxy]methyl}-1H-benzimidazol-2-yl)methyl]carbamate